N-(3-((2-((2-ethyl-4-(5-methyl-2,5-diazabicyclo[2.2.1]heptan-2-yl)phenyl)amino)-5-(trifluoromethyl)pyrimidin-4-yl)amino)propyl)-1-methylazetidine-3-carboxamide C(C)C1=C(C=CC(=C1)N1C2CN(C(C1)C2)C)NC2=NC=C(C(=N2)NCCCNC(=O)C2CN(C2)C)C(F)(F)F